tert-butyl N-{8-[2-amino-1-(2,3-dichlorophenyl)-5-methyl-6-oxo-1,6-dihydro-pyrimidin-4-yl]-8-azaspiro[4.5]decan-1-yl}carbamate NC=1N(C(C(=C(N1)N1CCC2(CCCC2NC(OC(C)(C)C)=O)CC1)C)=O)C1=C(C(=CC=C1)Cl)Cl